CC(CCCNC(CC1C(NC2=C(S1)N=CC=C2)=O)=O)C N-(4-methylpentyl)-2-(2-oxo-2,3-dihydro-1H-pyrido[2,3-b][1,4]thiazin-3-yl)acetamide